CN1C(=NC2=C(N=C(N=C2C2=CC=C(C#N)C=C2)N2C[C@H](OCC2)C=2C=NN(C2)C)C1=O)C(F)(F)F (R)-4-(7-methyl-2-(2-(1-methyl-1H-pyrazol-4-yl)morpholino)-8-oxo-6-(trifluoromethyl)-7,8-dihydropyrimido[5,4-d]pyrimidin-4-yl)benzonitrile